palladium(II) tetrabenzoporphyrin C1=2C3=C(C(N1)=CC=1C4=C(C(N1)=CC1=C5C(=C(N1)C=C1C6=C(C(=N1)C2)C=CC=C6)C=CC=C5)C=CC=C4)C=CC=C3.[Pd+2]